C(N)(=O)C=1C=CC(=C2C=CC(=NC12)OC)N1CCC(CC1)N(C(OC(C)(C)C)=O)C1CC1 tert-butyl N-[1-(8-carbamoyl-2-methoxy-5-quinolyl)-4-piperidyl]-N-cyclopropyl-carbamate